1-cyclopropyl-6,7-difluoro-8-methoxy-1,4-dihydro-4-oxoquinoline-3-carboxylate C1(CC1)N1C=C(C(C2=CC(=C(C(=C12)OC)F)F)=O)C(=O)[O-]